[Na+].N[C@@H](CCC(=O)[O-])C(=O)OC(CCCCCCCCCCCCC)=O myristoyl glutamate sodium salt